N2-(2-(1,3-dioxolan-2-yl)-3-((4-methoxybenzyl)oxy)benzyl)-N4-(5-isopropyl-8-(3-((methylsulfonyl)methyl)azetidin-1-yl)isoquinolin-3-yl)-N2-methylpyrimidine-2,4-diamine O1C(OCC1)C1=C(CN(C2=NC=CC(=N2)NC=2N=CC3=C(C=CC(=C3C2)C(C)C)N2CC(C2)CS(=O)(=O)C)C)C=CC=C1OCC1=CC=C(C=C1)OC